N-(CYANOMETHYL)-2-(5-FORMYL-2-METHOXYPHENOXY)ACETAMIDE C(#N)CNC(COC1=C(C=CC(=C1)C=O)OC)=O